2-(3-(2-fluorophenyl)-5-methylthiophen-2-yl)benzoic acid FC1=C(C=CC=C1)C1=C(SC(=C1)C)C1=C(C(=O)O)C=CC=C1